1-hydroxyhexadecanol OC(CCCCCCCCCCCCCCC)O